[N-](S(=O)(=O)C(F)(F)F)S(=O)(=O)C(F)(F)F.C(C)[N+]1=CC=CC=C1 N-ethylpyridinium bis(trifluoromethanesulfonyl)imide salt